(R)-2-fluoro-N-(8-methylisoquinolin-1-yl)-N-(piperidin-3-yl)-4-((4-(tetrahydro-2H-pyran-4-yl)pyrimidin-2-yl)amino)benzamide FC1=C(C(=O)N([C@H]2CNCCC2)C2=NC=CC3=CC=CC(=C23)C)C=CC(=C1)NC1=NC=CC(=N1)C1CCOCC1